C(#N)C1=CC=2N(N=C1)C(=CC2)C2=CC(=C(C=N2)C2=NN=C(S2)C21CCC(CC2)(C1)NC(C)=O)NC(C)C N-(4-(5-(6-(3-cyanopyrrolo[1,2-b]pyridazin-7-yl)-4-(isopropylamino)pyridin-3-yl)-1,3,4-thiadiazol-2-yl)bicyclo[2.2.1]heptan-1-yl)acetamide